2-(2,6-dioxopiperidin-3-yl)-4-fluoro-1H-isoindole-1,3(2H)-dione O=C1NC(CCC1N1C(C2=CC=CC(=C2C1=O)F)=O)=O